(R)-N-(2-(3-fluoro-2-methoxyphenyl)propan-2-yl)-2-(1-methylpyrrolidin-2-yl)acetamide FC=1C(=C(C=CC1)C(C)(C)NC(C[C@@H]1N(CCC1)C)=O)OC